1,2-dihydropyridine-3,5-dicarboxamide N1CC(=CC(=C1)C(=O)N)C(=O)N